6-{(2R)-1-[(4-Fluorophenyl)amino]-1-oxopropan-2-yl}-N-(propan-2-yl)-3,4-dihydro-1,5-naphthyridin-1(2H)-carboxamid FC1=CC=C(C=C1)NC([C@H](C)C=1N=C2CCCN(C2=CC1)C(=O)NC(C)C)=O